FC(C1=CC=C(C=C1)NC(C=1C(O)=C(C=C(C1)Cl)[N+](=O)[O-])=O)(F)F N-(4-trifluoromethylphenyl)-5-chloro-3-nitrosalicylamide